4-amino-N-(1-methyl-1H-pyrazol-4-yl)-N-(6-(trifluoromethyl)-2,3-dihydrobenzofuran-3-yl)-[1,2,4]triazolo[4,3-a]quinoxaline-8-carboxamide NC=1C=2N(C3=CC(=CC=C3N1)C(=O)N(C1COC3=C1C=CC(=C3)C(F)(F)F)C=3C=NN(C3)C)C=NN2